1-(3-(pentafluoro-λ6-sulfanyl)benzyl)-1H-indol-5-amine FS(C=1C=C(CN2C=CC3=CC(=CC=C23)N)C=CC1)(F)(F)(F)F